Methyl (S)-1-((R)-2-amino-3-hydroxypropyl)-5-bromo-3-fluoro-1,2,3,4-tetrahydrothieno[3,4-b]pyridine-7-carboxylate N[C@H](CN1C=2C(C[C@@H](C1)F)=C(SC2C(=O)OC)Br)CO